C1=CC=CC=2C3=CC=CC=C3N(C12)C=1C=CC=2N(C3=CC=C(C=C3C2C1)N1C2=CC=CC=C2C=2C=CC=CC12)C1=CC=C(C=C1)C=1C(=C(C(=CC1)C1=CC=C(C=C1)N1C2=CC=C(C=C2C=2C=C(C=CC12)N1C2=CC=CC=C2C=2C=CC=CC12)N1C2=CC=CC=C2C=2C=CC=CC12)C=1C=NC=CC1)C#N 4,4''-di(9'H-[9,3':6',9''-tercarbazol]-9'-yl)-3'-(pyridin-3-yl)-[1,1':4',1''-terphenyl]-2'-carbonitrile